1-((6-cyclopropyl-8-(4H-1,2,4-triazol-4-yl)imidazo[1,2-a]pyridin-2-yl)methyl)-1H-1,2,3-triazole-4-carboxylic acid C1(CC1)C=1C=C(C=2N(C1)C=C(N2)CN2N=NC(=C2)C(=O)O)N2C=NN=C2